tetracosyl sulfate S(=O)(=O)(OCCCCCCCCCCCCCCCCCCCCCCCC)[O-]